4-(5-fluoropyridin-3-yl)-1-(3-(pyridin-4-yl)bicyclo[1.1.1]pentan-1-yl)piperidin-2-one FC=1C=C(C=NC1)C1CC(N(CC1)C12CC(C1)(C2)C2=CC=NC=C2)=O